ClC=1C=C(C=C(C1)C(F)(F)F)NC=1N(C2=NC(=NC=C2N1)NC1CC1)C1CCNCC1 N8-(3-chloro-5-(trifluoromethyl)phenyl)-N2-cyclopropyl-9-(piperidin-4-yl)-9H-purine-2,8-diamine